N-(5-chloro-2-(4-hydroxyazepan-1-yl)phenyl)-5-(tetrahydro-2H-pyran-4-yl)furan-2-carboxamide ClC=1C=CC(=C(C1)NC(=O)C=1OC(=CC1)C1CCOCC1)N1CCC(CCC1)O